COC1=NC(=CC=C1N)C1=NN(N=C1)C 2-methoxy-6-(2-methyl-2H-1,2,3-triazol-4-yl)pyridin-3-amine